2-(1-phenylcyclopropyl)-6,7,8,9-tetrahydro-3H-pyrimido[4,5-d]azepin-4(5H)one C1(=CC=CC=C1)C1(CC1)C=1NC(C2=C(CCNCC2)N1)=O